5-(3-iodo-4-methoxyphenyl)-1H-1,2,3-triazole-4-carboxylic acid IC=1C=C(C=CC1OC)C1=C(N=NN1)C(=O)O